CN(C)CCOC(C)O N,N-dimethylaminoethoxy-ethanol